(S)-2-(4-(6-(4-chloro-2-fluorobenzyloxy)pyridin-2-yl)-2,5-difluorobenzyl)-1-(oxetan-2-ylmethyl)-1H-benzo[d]imidazole-6-carboxylic acid ClC1=CC(=C(COC2=CC=CC(=N2)C2=CC(=C(CC3=NC4=C(N3C[C@H]3OCC3)C=C(C=C4)C(=O)O)C=C2F)F)C=C1)F